N-(3-((5-chloro-2-((3-methyl-1-(8-methyl-8-azabicyclo[3.2.1]octan-3-yl)-1H-pyrazol-4-yl)amino)pyrimidin-4-yl)amino)propyl)oxetane-3-carboxamide ClC=1C(=NC(=NC1)NC=1C(=NN(C1)C1CC2CCC(C1)N2C)C)NCCCNC(=O)C2COC2